C(C)(C)(C)OC(=O)N1C(C2(C3=C(C=CC=C13)Br)CCC1(CC2)OCCO1)=O bromo-2''-oxodispiro[1,3-dioxolane-2,1'-cyclohexane-4',3''-indole]-1''-carboxylic acid tert-butyl ester